(+-)-dithiothreitol SC[C@@H](O)[C@H](O)CS |r|